(R)-(4-((2-(1H-pyrazol-4-yl)ethyl)amino)-5,6-dimethylpyrimidin-2-yl)(3-phenylpyrrolidin-1-yl)methanone N1N=CC(=C1)CCNC1=NC(=NC(=C1C)C)C(=O)N1C[C@H](CC1)C1=CC=CC=C1